C(#N)C1=CC=C(C=C1)C1N(C2CCC1C2)CC2=C1C=CN(C1=C(C=C2C)C)C(=O)OC(C)(C)C tert-butyl 4-((3-(4-cyanophenyl)-2-azabicyclo[2.2.1]heptan-2-yl)methyl)-5,7-dimethyl-1H-indole-1-carboxylate